C(C1=CC=CC=C1)N1N=NC(=C1)CCC1=CC=C(C=C1)C1=CC=C(C=C1)C(C)(C)NC(OC1CN2CCC1CC2)=O quinuclidin-3-yl (2-(4'-(2-(1-benzyl-1H-1,2,3-triazol-4-yl)ethyl)-[1,1'-biphenyl]-4-yl)propan-2-yl)carbamate